ClC=1C=C2C(N(C=3N(C2=C(C1)C(C)NC1=C(C(=O)O)C=CC=C1)C=NC3CC)C)=O ((1-(7-chloro-3-ethyl-4-methyl-5-oxo-4,5-dihydroimidazo[1,5-a]quinazolin-9-yl)ethyl)amino)benzoic acid